1,3,5-Triethylcyclohexan C(C)C1CC(CC(C1)CC)CC